(1H-pyrazol-4-yl)picolinamide N1N=CC(=C1)C=1C(=NC=CC1)C(=O)N